NC1=CC(=C(C(=O)N)C=C1)C(F)(F)F 4-amino-2-(trifluoromethyl)benzamide